COCCOCCN1N=C(C(=C1)NC(C1=NC(=CC=C1)NC=1C=NC(=C(C1)C(F)(F)F)N1CCN(CC1)C)=O)C1=NC=CC=C1 N-(1-(2-(2-methoxyethoxy)ethyl)-3-(pyridin-2-yl)-1H-pyrazol-4-yl)-6-((6-(4-methylpiperazin-1-yl)-5-(trifluoromethyl)pyridin-3-yl)amino)picolinamide